7-((3aS,4R,6S,6aR)-6-(((2-Aminoethyl)thio)methyl)-2,2-dimethyltetrahydro-4H-cyclopenta[d][1,3]dioxol-4-yl)-N-(4-methoxybenzyl)-N-methyl-7H-pyrrolo[2,3-d]pyrimidin-4-amine NCCSC[C@H]1C[C@H]([C@H]2[C@@H]1OC(O2)(C)C)N2C=CC1=C2N=CN=C1N(C)CC1=CC=C(C=C1)OC